C1(=CC=CC=C1)NC1=NN=C2N1C=CC=N2 N-phenyl-[1,2,4]triazolo[4,3-a]pyrimidin-3-amine